C(CCCCCC)OC(C(=O)OCC(COC(CCCCCCC\C=C/C\C=C/CCCCC)=O)COC(=O)OCCN(C)C)OCCCCCCC (9Z,12Z)-3-(2,2-bis(heptyloxy)acetoxy)-2-((((2-(dimethylamino)ethoxy)carbonyl)oxy)methyl)propyloctadeca-9,12-dienoate